C(C(=C)C)(=O)O.CC1=C(C(=CC=C1)F)OC(C)=O methyl-2-acetoxy(3-fluorobenzene) methacrylate